5-chloro-2-fluoro-3-((6-oxo-4-(1,1,2,2-tetrafluoroethyl)-1,6-dihydropyrimidin-5-yl)oxy)benzonitrile ClC=1C=C(C(=C(C#N)C1)F)OC1=C(N=CNC1=O)C(C(F)F)(F)F